1-(Chloromethyl)-4-fluorobenzene ClCC1=CC=C(C=C1)F